2,3-Dimethyl-3,4,5,6-tetrahydro-pyrimidin CC1=NCCCN1C